3-(4-(2-(4-(3-(4-chloro-3-ethyl-1H-pyrrolo[2,3-b]pyridin-5-yl)phenyl)-3-oxopiperazin-1-yl)-2-oxoethoxy)-1-oxoisoindolin-2-yl)piperidine-2,6-dione ClC1=C2C(=NC=C1C=1C=C(C=CC1)N1C(CN(CC1)C(COC1=C3CN(C(C3=CC=C1)=O)C1C(NC(CC1)=O)=O)=O)=O)NC=C2CC